1-(4-fluorophenyl)-4-methoxy-2-oxo-1,2-dihydropyridine-3-carboxylic acid FC1=CC=C(C=C1)N1C(C(=C(C=C1)OC)C(=O)O)=O